(10Z)-heptadec-10-enoic acid C(CCCCCCCC\C=C/CCCCCC)(=O)O